Sodium disulphite S(=O)([O-])OS(=O)[O-].[Na+].[Na+]